FC=1C=C(CN(C(CO)=O)CCN2C3CC(CC2CC3)C3=CC(=CC=C3)O)C=CC1 N-(3-fluorobenzyl)-2-hydroxy-N-{2-[3-endo-(3-hydroxyphenyl)-8-azabicyclo[3.2.1]oct-8-yl]ethyl}acetamide